disulfopropyl-naphthoindole S(=O)(=O)(O)C(CCC1=CNC=2C3=C(C=CC12)C1=CC=CC=C1C=C3)S(=O)(=O)O